OC(COC=1C=C(C=2N(C1)N=CC2C#N)C=2C=NC(=CC2)N2CCC(CC2)OC2=CC=CC=C2)(C)C 6-(2-hydroxy-2-methylpropoxy)-4-(6-(4-phenoxypiperidin-1-yl)pyridin-3-yl)pyrazolo[1,5-a]pyridine-3-carbonitrile